COC=1C=C2CCN(CC2=CC1C1(N=C(C2=C(N1)NC=C2)NC2=C(C=CC=C2)C=O)N)C 2-(6-methoxy-2-methyl-1,2,3,4-tetrahydroisoquinolin-7-yl)-N4-(o-methanoylphenyl)-7H-pyrrolo[2,3-d]pyrimidine-2,4-diamine